C(C1=CC=CC=C1)N1C(C=2C=C(C(=NC2C=C1)C)C(=O)NCC1=CC=C(C=C1)C(N)=O)=O 6-benzyl-N-(4-carbamoylbenzyl)-2-methyl-5-oxo-5,6-dihydro-1,6-naphthyridine-3-carboxamide